CC1=CC=2C3=C(NC2C=C1)C(N(C=N3)CCC(=O)NCCC3=CC(=CC=C3)C(F)(F)F)=O 3-(8-methyl-4-oxo-4,5-dihydro-3H-pyrimido[5,4-b]indol-3-yl)-N-(3-(trifluoromethyl)phenethyl)propanamide